N1C(NC=2C1=NC(N2)=O)=O dihydroimidazo[4,5-d]imidazole-2,5-dione